BrC=1C=C2CC([C@@H](C2=CC1)NC(OC(C)(C)C)=O)F tert-butyl ((1R)-5-bromo-2-fluoro-2,3-dihydro-1H-inden-1-yl)carbamate